C(#N)C1=C(OC=2C=C3C(N(C=NC3=CC2)C=2C=NN(C2)C2CCN(CC2)CC(=O)OC(C)(C)C)=O)C(=CC=C1NS(N(C)CC)(=O)=O)F tert-butyl 2-[4-[4-[6-[2-cyano-3-[[ethyl(methyl)sulfamoyl]amino]-6-fluoro-phenoxy]-4-oxo-quinazolin-3-yl]pyrazol-1-yl]-1-piperidyl]acetate